C(C)[Si](OCCCCC)(OCCCCC)C1=CC=CC=C1 ethyl-(phenyl)dipentyloxysilane